NC1=NC=CC=C1C1=NC=2C(=NC(=CC2)C=2N(C(C=CC2)=O)C)N1C1=CC=C(CN2CCC(CC2)NC2=NC(=NC=C2)C#N)C=C1 4-((1-(4-(2-(2-Aminopyridin-3-yl)-5-(1-methyl-6-oxo-1,6-dihydropyridin-2-yl)-3H-imidazo[4,5-b]pyridin-3-yl)benzyl)piperidin-4-yl)amino)pyrimidine-2-carbonitrile